5,7-di-t-butyl-3-(3,4-di-methyl-phenyl)-3H-benzofuran-2-one C(C)(C)(C)C=1C=C(C2=C(C(C(O2)=O)C2=CC(=C(C=C2)C)C)C1)C(C)(C)C